BrC1=C(C(=CC=2N(C(=NC21)C)CC(F)(F)F)[N+](=O)[O-])C(=O)C2=C(C=CC(=C2)F)Cl [4-bromo-2-methyl-6-nitro-1-(2,2,2-trifluoroethyl)benzo[d]imidazol-5-yl](2-chloro-5-fluorophenyl)methanone